1-(5-chloro-2-(3,3-dimethylpiperazin-1-yl)pyrimidin-4-yl)-N-(2-(imidazo[1,2-a]pyridin-3-yl)propan-2-yl)-N-methylazetidine-3-carboxamide ClC=1C(=NC(=NC1)N1CC(NCC1)(C)C)N1CC(C1)C(=O)N(C)C(C)(C)C1=CN=C2N1C=CC=C2